N-[6-(2,2-Difluoroethoxy)-5-fluoro-2-methoxypyridin-3-yl]-1H-pyrrolo[3,2-h]chinolin-3-sulfonamid FC(COC1=C(C=C(C(=N1)OC)NS(=O)(=O)C1=CNC2=C1C=CC=1C=CC=NC21)F)F